OC(CC)NC1=CC=C(C=C1)N 1-hydroxypropylamino-4-aminobenzene